OC(CNC1=NC2=C(N1)C=CC=C2C(=O)N)(C)C 2-[(2-hydroxy-2-methylpropyl)amino]-1H-benzimidazole-4-carboxamide